C(C)(=O)N1CCC(CC1)C1=NC=2C(=C3C(=NC2)N(C=C3)S(=O)(=O)C3=CC=CC=C3)N1C1CCC(CC1)CC#N 2-((1r,4r)-4-(2-(1-acetylpiperidin-4-yl)-6-(benzenesulfonyl)imidazo[4,5-d]Pyrrolo[2,3-b]Pyridin-1(6H)-yl)cyclohexyl)acetonitrile